3-methyl-4-oxo-quinazoline CN1C=NC2=CC=CC=C2C1=O